sulfamic acid-hypobromite salt BrO.S(N)(O)(=O)=O